C[C@H]1CC[C@H](CN1C(CC1=CC=C(C=C1)C1=NC=C(C=N1)C(F)(F)F)=O)C(=O)O (3R,6S)-6-methyl-1-(2-(4-(5-(trifluoromethyl)pyrimidin-2-yl)phenyl)acetyl)piperidine-3-carboxylic acid